platinum dihydrate dihydrate O.O.O.O.[Pt]